C1OCC12CN(C2)C2=NC=CC(=N2)COC2=CC=C(C=C2)C(C)(C)C2=CC=C(OC1CC(C1)NC1=CC3=CN(C=C3C=C1)C1C(NC(CC1)=O)=O)C=C2 5-(((1r,3r)-3-(4-(2-(4-((2-(2-oxa-6-azaspiro[3.3]heptane-6-yl)pyrimidin-4-yl)methoxy)phenyl)propan-2-yl)phenoxy)cyclobutyl)amino)-2-(2,6-dioxopiperidin-3-yl)isoindole